methyl (E)-3-(4-(((tert-butoxycarbonyl)(1-(5-chloro-4-(4-cyano-3-fluorophenyl)pyrimidin-2-yl)piperidin-4-yl)amino)methyl)phenyl)acrylate C(C)(C)(C)OC(=O)N(C1CCN(CC1)C1=NC=C(C(=N1)C1=CC(=C(C=C1)C#N)F)Cl)CC1=CC=C(C=C1)/C=C/C(=O)OC